C1(CCC1)C=1C=CC(=NC1)C(C(=O)N)(C)N1C[C@@H](C(CC1)(F)F)C1=CNC(C=C1)=O (5-cyclobutylpyridin-2-yl)-2-((s)-4,4-difluoro-3-(6-oxo-1,6-dihydropyridin-3-yl)piperidin-1-yl)propanamide